C(C)(C)(C)OC(=O)N1CC2(C1)CCC(CC2)CN2C(C1=CC=CC=C1C2=O)=O 7-[(1,3-bis-oxo-isoindolin-2-yl)methyl]-2-azaspiro[3.5]Nonane-2-carboxylic acid tert-butyl ester